ClC=1C=NC(=NC1)[C@H]([C@H](C)S(=O)(=O)NC1=NN=C(N1C1=C(C=CC=C1OC)OC)COC(F)F)OC (1R,2S)-1-(5-chloropyrimidin-2-yl)-N-(5-((difluoromethoxy)methyl)-4-(2,6-dimethoxyphenyl)-4H-1,2,4-triazol-3-yl)-1-methoxypropane-2-sulfonamide